C(CCCCC(C)C)(=O)OCCCCCCC(C)C isononyl isooctanoate